N-((R)-2-((tert-butyldimethylsilyl)oxy)-1-(2-isopropylphenyl)ethyl)-2-methylpropane-2-sulfinamide [Si](C)(C)(C(C)(C)C)OC[C@@H](C1=C(C=CC=C1)C(C)C)NS(=O)C(C)(C)C